FC(C1=CC=C(C(=O)OSC(F)(F)F)C=C1)(F)F trifluoromethylthio p-trifluoromethylbenzoate